CN1[C@H](CCC1)CC1=CN(C2=CC=CC(=C12)OP(=O)(O)O)CP(O)(O)=O (R)-((3-((1-methylpyrrolidin-2-yl)methyl)-4-(phosphonooxy)-1H-indol-1-yl)methyl)phosphonic acid